ClC1=CC2=C(N=CNC2=O)N1C1=CC=C(C=C1)[C@@H]1CO[C@@H](CN1C(=O)OC(C)(C)C)C tert-Butyl (2R,5R)-5-(4-(6-chloro-4-oxo-3,4-dihydro-7H-pyrrolo[2,3-d]pyrimidin-7-yl)phenyl)-2-methylmorpholine-4-carboxylate